2-({8-[(3β)-cholest-5-en-3-yloxy]octyl}oxy)-N,N-dimethyl-3-[(9Z,12Z)-octadeca-9,12-dien-1-yl-oxy]propan-1-amine CC(C)CCC[C@@H](C)[C@H]1CC[C@H]2[C@@H]3CC=C4C[C@H](CC[C@]4(C)[C@H]3CC[C@]12C)OCCCCCCCCOC(CN(C)C)COCCCCCCCC\C=C/C\C=C/CCCCC